C(#N)C1=C(N=C(S1)N(C1=C(N=C2N1C=C(C=C2)C=2C=NC(=NC2)N2CCC(CC2)C(=O)NC2CCNCC2)CC)C)C2=CC=C(C=C2)F 1-(5-(3-((5-cyano-4-(4-fluorophenyl)thiazol-2-yl)(methyl)amino)-2-ethylimidazo[1,2-a]pyridin-6-yl)pyrimidin-2-yl)-N-(piperidin-4-yl)piperidine-4-carboxamide